N-phenylpyrimidine-5-amine C1(=CC=CC=C1)NC=1C=NC=NC1